O1C=CC2=C1C=CC=C2CC(=O)N(C)[C@H]2[C@@H](C[C@@]1(CCCO1)CC2)N2C[C@@H](CC2)F 2-(benzofuran-4-yl)-N-((5S,7R,8R)-7-((R)-3-fluoropyrrolidine-1-yl)-1-oxaspiro[4.5]decan-8-yl)-N-methylacetamide